CN1C=CC2=C1N=C(N=C2C#C[Si](C(C)C)(C(C)C)C(C)C)OC[C@@H]2N(CCC2)C (R)-7-methyl-2-((1-methylpyrrolidin-2-yl)methoxy)-4-((triisopropylsilyl)ethynyl)-7H-pyrrolo[2,3-d]pyrimidine